2'-fluoro-N4-butyryl-cytidine F[C@@]1([C@@H](O[C@@H]([C@H]1O)CO)N1C(=O)N=C(NC(CCC)=O)C=C1)O